3'-[1,4,7-triazacyclononane-1,4-diylbis(methylene)]bis(2-hydroxy-5-methylbenzamide) N1(CCN(CCNCC1)CC=1C(=C(C(=O)N)C=C(C1)C)O)CC=1C(=C(C(=O)N)C=C(C1)C)O